(R)-5-chloro-7-(3-methylmorpholinyl)thieno[3,2-b]pyridine-3-carbaldehyde ClC1=CC(=C2C(=N1)C(=CS2)C=O)N2[C@@H](COCC2)C